3-bromo-5-(Chlorosulfonyl)-4-hydroxybenzoic acid BrC=1C=C(C(=O)O)C=C(C1O)S(=O)(=O)Cl